(3S,4S)-1-(2-cyclopropyl-ethyl)-4-{[5-(2,4-difluoro-phenyl)-isoxazole-3-carbonyl]-amino}-piperidine-3-carboxylic acid dimethylamide CN(C(=O)[C@H]1CN(CC[C@@H]1NC(=O)C1=NOC(=C1)C1=C(C=C(C=C1)F)F)CCC1CC1)C